7-(2-fluoro-5-(oxetan-3-yloxy)-3-(1,3,5-trimethyl-1H-pyrazol-4-yl)phenyl)-1H-imidazo[4,5-b]pyridine FC1=C(C=C(C=C1C=1C(=NN(C1C)C)C)OC1COC1)C1=C2C(=NC=C1)N=CN2